COC1(CC(CC(C1)OC)(O)O)OC 3,3,5-trimethoxycyclohexanediol